5-hexyldihydro-5-methyl-2(3H)-furanone C(CCCCC)C1(CCC(O1)=O)C